4-chloro-3-(7-chloro-1,6-naphthyridin-3-yl)-2-fluoro-aniline ClC1=C(C(=C(N)C=C1)F)C=1C=NC2=CC(=NC=C2C1)Cl